FC(C=1C=C(C=C(C1)C(F)(F)F)C1=NN(C=N1)\C=C/C(=O)N1NC(CC1)=O)(F)F (Z)-1-(3-(3-(3,5-bis(trifluoromethyl)phenyl)-1H-1,2,4-triazol-1-yl)acryloyl)pyrazolidin-3-one